N-(2,4-dimethoxybenzyl)-2-methoxyethanamine COC1=C(CNCCOC)C=CC(=C1)OC